4-[1-(4-bromo-3,5,6-trifluoropyridin-2-yl)-1H-pyrazol-4-yl]-1H-pyrrolo[2,3-b]pyridine BrC1=C(C(=NC(=C1F)F)N1N=CC(=C1)C1=C2C(=NC=C1)NC=C2)F